4-bromo-6-(methoxycarbonyl)pyridine-2-carboxylic acid BrC1=CC(=NC(=C1)C(=O)OC)C(=O)O